C(C)(C)(C)OC(=O)N1C[C@H]([C@@H](C1)C1=CC=CC=C1)C(NC1=CC(=CC=C1)C=1C=NC=NC1)=O |r| (±)-trans-4-phenyl-3-{[3-(pyrimidin-5-yl)phenyl]carbamoyl}pyrrolidine-1-carboxylic acid tert-butyl ester